C1(CC1)N1C2=C(N3[C@H]1CNCC3)N=CC(=C2)C(F)(F)F (S)-5-cyclopropyl-3-(trifluoromethyl)-5a,6,8,9-tetrahydropyrido[3',2':4,5]imidazo[1,2-a]pyrazin